C(C)(C)(C)OC(NCCOCCNCC1=C(C=CC(=C1)Cl)OCC)=O tert-butyl(2-(2-((5-chloro-2-ethoxybenzyl)amino)ethoxy)ethyl)carbamate